1-butyl-3-methylpiperidinium hexafluorophosphate F[P-](F)(F)(F)(F)F.C(CCC)[NH+]1CC(CCC1)C